ClC=1C(=NC(=NC1)NC1CCOCC1)C1=CC=C2C(=N1)C(N(C2)[C@@H](C(=O)OC(C)(C)C)C)=O tert-butyl (R)-2-(2-(5-chloro-2-((tetrahydro-2H-pyran-4-yl)amino)pyrimidin-4-yl)-7-oxo-5,7-dihydro-6H-pyrrolo[3,4-b]pyridin-6-yl)propanoate